ClC=1C=CC2=C(OCCN(S2(=O)=O)[C@H](C(=O)O)C(C)C2=C(C(=CC=C2F)C)C)C1 (2S)-2-(7-chloro-1,1-dioxido-3,4-dihydro-2H-benzo[b][1,4,5]oxathiazepin-2-yl)-3-(6-fluoro-2,3-dimethylphenyl)butanoic acid